NC1=C(C(=C(C(=O)OC)C=C1F)C)Br methyl 4-amino-3-bromo-5-fluoro-2-methylbenzoate